ethyl 2-(2-((5-bromobenzofuran-3-yl)methoxy)-3-methylphenyl)acetate BrC=1C=CC2=C(C(=CO2)COC2=C(C=CC=C2C)CC(=O)OCC)C1